COC1=C(C(=O)NCC(F)(F)F)C(=CC(=C1)N1C=NC2=C1C=CC(=C2)N2N=C(N=C2)C)OC 2,6-dimethoxy-4-[5-(3-methyl-1,2,4-triazol-1-yl)benzimidazol-1-yl]-N-(2,2,2-trifluoroethyl)benzamide